5-amino-N-(tert-butyl)-4-(3-(2-chloronicotinamido)phenyl)-2-(methylthio)thieno[2,3-d]pyrimidine-6-carboxamide NC1=C(SC=2N=C(N=C(C21)C2=CC(=CC=C2)NC(C2=C(N=CC=C2)Cl)=O)SC)C(=O)NC(C)(C)C